FC(C1(OC(C(O1)(Cl)Cl)(Cl)F)C(F)(F)F)(F)F 2,2-bis(trifluoromethyl)-5-fluoro-4,4,5-trichloro-1,3-dioxolane